1-(8-isopropyl-8-azabicyclo[3.2.1]octan-3-yl)piperidin C(C)(C)N1C2CC(CC1CC2)N2CCCCC2